N-cyclopropyl-4-[7-(1-cyclopropyl-1-hydroxy-ethyl)imidazo[1,2-a]pyridin-3-yl]-2-(difluoromethoxy)-6-methoxy-benzamide C1(CC1)NC(C1=C(C=C(C=C1OC)C1=CN=C2N1C=CC(=C2)C(C)(O)C2CC2)OC(F)F)=O